FC1=CC2=C(SC(=C2CCNC2=CC(=NC=N2)C2=CC(=C(C(=O)NC)C=C2)CCC)C)C(=C1)C 4-{6-[2-(5-Fluoro-2,7-dimethyl-benzo[b]thiophen-3-yl)-ethylamino]-pyrimidin-4-yl}-N-methyl-2-propyl-benzamid